di-(α-phenylethyl)amine C1(=CC=CC=C1)C(C)NC(C)C1=CC=CC=C1